[1-(3-bromophenyl)cyclopropyl]acetic acid BrC=1C=C(C=CC1)C1(CC1)CC(=O)O